C(C1=CC=CC=C1)N1C[C@@H]2[C@H](N(C=3C(=CC=CC23)Br)CC(=O)N)CC1 2-((4aR,9bR)-2-benzyl-6-bromo-1,2,3,4,4a,9b-hexahydro-5H-pyrido[4,3-b]indol-5-yl)acetamide